C1(CCC1)C(=O)OC\C=C(\C)/CCC=C(C)C neryl cyclobutanecarboxylate